4-Chloro-benzyl bromide ClC1=CC=C(CBr)C=C1